6-ethyl-2-(pyridin-2-yl)-4,5,6,7-tetrahydro-2H-pyrazolo[3,4-c]pyridin-3-ol C(C)N1CC=2C(CC1)=C(N(N2)C2=NC=CC=C2)O